NC1=NC=C(C=2C1=NC(=C(N2)N[C@H]2C[C@H](CC2)O)CC)C=2C=NN(C2)C2CCN(CC2)CCO (1S,3R)-3-((5-amino-3-ethyl-8-(1-(1-(2-hydroxyethyl)piperidin-4-yl)-1H-pyrazol-4-yl)pyrido[3,4-b]pyrazin-2-yl)amino)cyclopentane-1-ol